ClC1=C(C(=C(C(=C1F)F)F)F)S(=O)(=O)Cl 2-chloro-3,4,5,6-tetrafluorobenzene-1-sulfonyl chloride